C(C)C1=NC=C(C(=O)NC2=CC=C(C=C2)[C@H]2CNCCC2)C=C1 (S)-6-Ethyl-N-(4-(piperidin-3-yl)-phenyl)-nicotinamid